FC=1C=C(C=NC1)C1N(OCC1)C(=O)C1CCN(CC1)C1=CC(=NC=N1)C#N 6-[4-[3-(5-Fluoro-3-pyridyl)isoxazolidine-2-carbonyl]-1-piperidyl]pyrimidine-4-carbonitrile